(1R,3R)-3-[(7S)-2-benzyl-6-methoxycarbonyl-7-methyl-8,9-dihydro-7H-imidazo[4,5-f]quinolin-3-yl]cyclohexanecarboxylic acid C(C1=CC=CC=C1)C=1N(C=2C(=C3CC[C@@H](N(C3=CC2)C(=O)OC)C)N1)[C@H]1C[C@@H](CCC1)C(=O)O